3-(Trifluoromethoxy)phenyl 3-deoxy-3-[4-(3,4,5-trifluorophenyl)-1H-1,2,3-triazol-1-yl]-1-thio-α-D-galactopyranoside FC=1C=C(C=C(C1F)F)C=1N=NN(C1)[C@@H]1[C@H]([C@@H](SC2=CC(=CC=C2)OC(F)(F)F)O[C@@H]([C@@H]1O)CO)O